(3-hydroxy-5-((4-(p-tolyloxy)tetrahydro-2H-pyran-4-yl)ethynyl)picolyl)glycine tert-butyl-N-tert-butoxycarbonyl-N-(7-chloro-6-methyl-[1,3]dioxolo[4,5-b]pyridin-5-yl)carbamate C(C)(C)(C)CC(C)(C)OC(=O)N(C(O)=O)C1=C(C(=C2C(=N1)OCO2)Cl)C.OC=2C(=NC=C(C2)C#CC2(CCOCC2)OC2=CC=C(C=C2)C)CNCC(=O)O